N-(2-methoxy-4-nitrophenyl)-3,5-dichlorobenzamide COC1=C(C=CC(=C1)[N+](=O)[O-])NC(C1=CC(=CC(=C1)Cl)Cl)=O